CC1=C(C=CC=C1OCCCN1CC(CC1)O)C1=C(C(=CC=C1)OCCCN1CC(CC1)O)C (((2,2'-dimethyl-[1,1'-biphenyl]-3,3'-diyl)bis(oxy))bis(propane-3,1-diyl))bis(pyrrolidin-3-ol)